(+-)-4-(5-((E)-4-cyanobut-1-en-1-yl)-3-(2-((2R)-2-hydroxy-7-azabicyclo[2.2.1]heptan-7-yl)acetyl)-2-methyl-1H-pyrrol-1-yl)benzonitrile C(#N)CC/C=C/C1=CC(=C(N1C1=CC=C(C#N)C=C1)C)C(CN1C2[C@@H](CC1CC2)O)=O